Cl.ClC=1C=[N+](C=C(C1)Cl)[O-] 3,5-dichloropyridine 1-oxide hydrochloride